FC=1C=C(C#N)C=C(C1)OC1=C2C[C@H]([C@H](C2=C(C=C1)SC(F)(F)F)O)F 3-fluoro-5-[(1S,2R)-2-fluoro-1-hydroxy-7-(trifluoromethylsulfanyl)indan-4-yl]oxy-benzonitrile